C(C)(C)OC(=O)N1C(C(CCC1)NS(=O)(=O)C)CC1CN(CCC1)C1=CC=CC=C1 3-((methylsulfonyl)amino)-2-((1-phenylpiperidin-3-yl)methyl)piperidine-1-carboxylic acid isopropyl ester